(R)-1-((tert-butylsulfinyl)imino)-1,3-dihydrospiro[indene-2,4'-piperidine]-1'-carboxylic acid tert-butyl ester C(C)(C)(C)OC(=O)N1CCC2(CC1)C(C1=CC=CC=C1C2)=N[S@](=O)C(C)(C)C